C(C)(C)(C)OOC(=C(C#CC(C)C)C)OOC(C)(C)C bis(t-butylperoxy)-2,5-dimethyl-hexyneN